5-bromo-6-fluoro-1-((2-(trimethylsilyl)ethoxy)methyl)-1H-benzo[d]imidazole BrC1=CC2=C(N(C=N2)COCC[Si](C)(C)C)C=C1F